methyl 3-amino-5-bromo-2-methylbenzoate NC=1C(=C(C(=O)OC)C=C(C1)Br)C